C(CCC)[C@H]1N(S(C2=C(N(C1)CC1CCOCC1)C=C(C(=C2)O\C=C(\C(=O)OCC)/F)SC)(=O)=O)C Ethyl (R,Z)-3-((3-butyl-2-methyl-7-(methylthio)-1,1-dioxido-5-((tetrahydro-2H-pyran-4-yl)methyl)-2,3,4,5-tetrahydrobenzo[f][1,2,5]thiadiazepin-8-yl)oxy)-2-fluoroacrylate